FC(OC1=NN(C=N1)[C@@H]1C[C@H](CCC1)NC1=NC=C(C(=N1)OC1COC1)C(F)(F)F)F N-[(1S,3S)-3-[3-(difluoromethoxy)-1,2,4-triazol-1-yl]cyclohexyl]-4-(oxetan-3-yloxy)-5-(trifluoromethyl)pyrimidin-2-amine